ClC1=CC=C(C=C1)[C@@H](CNCCCOCCC(=O)O)C(=O)N1CCN(CC1)C=1C2=C(N=CN1)CC[C@H]2C 3-(3-(((S)-2-(4-chlorophenyl)-3-(4-((R)-5-methyl-6,7-dihydro-5H-cyclopenta[d]pyrimidin-4-yl)piperazin-1-yl)-3-oxopropyl)amino)propoxy)propanoic acid